FC1(CN(C1)CCCCC1=NC=2NCCCC2C=C1)C(CC(=O)O)C=1C=NC2=CC=CC=C2C1 3-(3-fluoro-1-(4-(5,6,7,8-tetrahydro-1,8-naphthyridin-2-yl)butyl)azetidin-3-yl)-3-(quinolin-3-yl)propionic acid